COCCOCCOCCOC 2,5,8,11-tetraoxadodecane